(E)-1-(dimethylamino)-4,4-dimethylpent-1-en-3-one CN(\C=C\C(C(C)(C)C)=O)C